C(C)C=1C=CC=2N(C3=CC=CC=C3C2C1)CC1=CC=C(C=C1)CP(OC(C)(C)C)(OC(C)(C)C)=O Di-tert-butyl ((4-((3-ethyl-9H-carbazole-9-yl)methyl)phenyl)methyl)phosphonate